4-((3-Fluoropyridin-4-yl)methyl)-1-((2-(trimethylsilyl)ethoxy)methyl)-1H-imidazole-2-carbaldehyde FC=1C=NC=CC1CC=1N=C(N(C1)COCC[Si](C)(C)C)C=O